N=1N=CN2C1CC=CCC2 6,9-dihydro-5H-[1,2,4]triazolo[4,3-a]azepine